BrC=1C=NN(C1)C12CC(C1)(C2)C(C)O 1-(3-(4-bromo-1H-pyrazol-1-yl)bicyclo[1.1.1]pentan-1-yl)ethan-1-ol